CN(C)CC1(CC1)COC=1N=C(C2=C(N1)CN(CC2)C2=CC=CC1=CC=CC(=C21)CC)N2CCN(CC2)C=2SC=C(N2)O (4-(2-((1-((dimethylamino)methyl)cyclopropyl)methoxy)-7-(8-ethylnaphthalen-1-yl)-5,6,7,8-tetrahydropyrido[3,4-d]pyrimidin-4-yl)piperazin-1-yl)thiazol-4-ol